2-(6-(((1R,2R,3S,5R)-2-fluoro-8-methyl-8-azabicyclo[3.2.1]oct-6-en-3-yl)(methyl)amino)pyridazin-3-yl)-5-(1H-1,2,3-triazol-1-yl)phenol F[C@H]1[C@H]2C=C[C@@H](C[C@@H]1N(C1=CC=C(N=N1)C1=C(C=C(C=C1)N1N=NC=C1)O)C)N2C